CC(C)=CCC[C@@H](C)[C@H]1CC[C@H]2C3=CCC4CCCC[C@]4(C)[C@H]3CC[C@]12C 7,24-cholestadiene